tert-butyl 5-bromo-3-((tert-butoxycarbonyl) (methyl) amino)-1H-indazole-1-carboxylate BrC=1C=C2C(=NN(C2=CC1)C(=O)OC(C)(C)C)N(C)C(=O)OC(C)(C)C